4-(2-carboxy-2-hydroxyethyl)imidazole rac-tert-butyl-7-((1S,2S)-2-(2-chloro-4-fluorophenyl)-4,4-dimethylcyclohexane-1-carbonyl)-5,5-difluoro-2,7-diazaspiro[3.5]nonane-2-carboxylate C(C)(C)(C)OC(=O)N1CC2(C1)C(CN(CC2)C(=O)[C@@H]2[C@H](CC(CC2)(C)C)C2=C(C=C(C=C2)F)Cl)(F)F.C(=O)(O)C(CC=2N=CNC2)O |r|